F[C@@H]1CN(CCC1)C1=C(N)C=C(C=C1)C(F)(F)F (S)-2-(3-Fluoropiperidin-1-yl)-5-(trifluoromethyl)aniline